N1N=CC=2C1=NC=NC2N[C@H](C(=O)O)CCN(CCCCC2=NC=1NCCCC1C=C2)CCOC2=CC(=CC(=C2)F)F (S)-2-((1H-pyrazolo[3,4-d]pyrimidin-4-yl)amino)-4-((2-(3,5-difluorophenoxy)ethyl)(4-(5,6,7,8-tetrahydro-1,8-naphthyridin-2-yl)butyl)amino)butanoic acid